O1C(C=CC1)C1(CCN(CC1)CC1=CC=C(C=C1)NC(C)=O)CCC=1SC=CC1 N-(4-((4-(2,5-dihydrofuran-2-yl)-4-(2-(thiophen-2-yl)ethyl)piperidin-1-yl)methyl)phenyl)acetamide